C(C=C)N(C1=C(C(=O)NC=2SC(=CN2)CC)C=C(C=C1)S(=O)(=O)N1CCOCC1)C 2-(allyl(methyl)amino)-N-(5-ethylthiazol-2-yl)-5-(morpholinosulfonyl)benzamide